S1(SCCC1)=O 1,2-dithiolane oxide